2-(5-(benzyl-(methyl)amino)-3-hydroxy-4,5,6,7-tetrahydro-2H-indazol-2-yl)pyrimidine-5-carboxylic acid C(C1=CC=CC=C1)N(C1CC2=C(N(N=C2CC1)C1=NC=C(C=N1)C(=O)O)O)C